1,5-dimethyl 2-formyl-3-oxopentanedioate C(=O)C(C(=O)OC)C(CC(=O)OC)=O